C(C)C=1C(=C(C(=O)OC)C=C(C1)N(S(=O)(=O)C(F)(F)F)C1=NC=C(C(=N1)NC(CC)CC)C)OS(=O)(=O)C(F)(F)F methyl 3-ethyl-5-[[4-(1-ethylpropylamino)-5-methyl-pyrimidin-2-yl]-(trifluoromethylsulfonyl)amino]-2-(trifluoromethylsulfonyloxy)benzoate